FC1=CC=C2C(=CC=NC2=C1F)O 7,8-difluoroquinolin-4-ol